2-chloro-N-isopropyl-N-(2-oxo-2-(phenethylamino)-1-(thiophen-2-yl)ethyl)acetamide ClCC(=O)N(C(C(NCCC1=CC=CC=C1)=O)C=1SC=CC1)C(C)C